NC=1SC2=C(N1)C(=CC=C2F)C2=C(C=C1C(=NC=NC1=C2C#N)N2CCN(CC2)C(=O)OC(C)(C)C)Cl tert-butyl 4-(7-(2-amino-7-fluorobenzo[d]thiazol-4-yl)-6-chloro-8-cyanoquinazolin-4-yl)piperazine-1-carboxylate